N1=CNC(C2=C1SC=C2)=O thieno[2,3-d]pyrimidin-4(3H)-one